7-bromo-8-fluoro-4-methyl-2H-benzo[b][1,4]oxazine-3(4H)-one BrC=1C=CC2=C(OCC(N2C)=O)C1F